3-chloro-6-iminopyridazin-1(6H)-amine 2,4,6-trimethylbenzenesulfonate CC1=C(C(=CC(=C1)C)C)S(=O)(=O)O.ClC1=NN(C(C=C1)=N)N